BrC1=C(C=CC=C1)C1OCC(COC1)=O 2-(2-bromophenyl)-1,4-dioxepan-6-one